4-(2-methoxyphenyl)-6-methyl-N-[5-(1-methyl-1H-pyrazole-3-carbonyl)-4H,5H,6H-pyrrolo[3,4-d][1,3]thiazol-2-yl]pyridine-3-carboxamide COC1=C(C=CC=C1)C1=C(C=NC(=C1)C)C(=O)NC=1SC2=C(N1)CN(C2)C(=O)C2=NN(C=C2)C